N-(2-(5,7-difluoro-1H-indol-3-yl)ethyl)-N-methylpropan-2-amine FC=1C=C2C(=CNC2=C(C1)F)CCN(C(C)C)C